FC1=CC=C(C=C1)C=1N=C(SC1)NN 4-(4-fluorophenyl)-2-hydrazinothiazole